4-((2S,3R,4S,5S)-3-(3,4-difluoro-2-methoxyphenyl)-4,5-dimethyl-5-(trifluoromethyl)tetrahydrofuran-2-carboxamido)picolinamide FC=1C(=C(C=CC1F)[C@@H]1[C@H](O[C@@]([C@H]1C)(C(F)(F)F)C)C(=O)NC1=CC(=NC=C1)C(=O)N)OC